FC1=C(C(=CC=C1N1C(CCCC1)=O)[N+](=O)[O-])NC(OC(C)(C)C)=O tert-butyl (2-fluoro-6-nitro-3-(2-oxopiperidin-1-yl)phenyl)carbamate